COC=1C=C2C(=CC(=NC2=CC1)NC=1C=C2C=CN(C2=CC1)C)C(F)(F)F 6-methoxy-N-(1-methylindol-5-yl)-4-trifluoromethylquinolin-2-amine